FC=1C(=NC(=NC1)N[C@@H]1CC[C@H](CC1)C(=O)O)C1=CC(=NC=C1)N1C(COCC1)=O trans-4-((5-fluoro-4-(2-(3-oxomorpholino)pyridin-4-yl)pyrimidin-2-yl)amino)cyclohexane-1-carboxylic acid